2-((diethoxyphosphoryl)methyl)isothiouronium 4-methylbenzenesulfonate CC1=CC=C(C=C1)S(=O)(=O)[O-].C(C)OP(=O)(OCC)CSC(N)=[NH2+]